COC(=O)C1CC2(C1)CC(C2)NC(=O)OC(C)(C)C 6-((Boc)amino)spiro[3.3]Heptane-2-carboxylic acid methyl ester